C(=O)C1=CC=C(C=CC(=O)O)C=C1 4-formyl-cinnamic acid